S1C(=NC2=C1C=CC=C2)C(CC2=CC(=CC=C2)\C(\N)=N/O)NS(=O)(=O)C=2C=C(C=CC2)NC(=O)C=2C=NC=CC2 N-[3-[[1-(1,3-benzothiazol-2-yl)-2-[3-[(E)-N'-hydroxycarbamimidoyl]phenyl]ethyl]sulfamoyl]phenyl]pyridine-3-carboxamide